COC1=C(C(=CC=C1)OC)N1C(=NC=2C1=NC(=CN2)C2=NC(=NC=C2)S(=O)(=O)N)C2=NC(=CC=C2)OCC (1-(2,6-Dimethoxyphenyl)-2-(6-ethoxypyridin-2-yl)-1H-imidazo[4,5-b]pyrazin-6-yl)pyrimidine-2-sulfonamide